N=1C=C(N2N=CC=CC21)NC(=O)C2=CC1=CN(N=C1C=C2OC)[C@H]2[C@@H](CC(CC2)=O)C |r| rac-N-(imidazo[1,2-b]pyridazin-3-yl)-6-methoxy-2-((1R,2R)-2-methyl-4-oxocyclohexyl)-2H-indazole-5-carboxamide